CCCCCC/C=C\CCCCCCCC(=O)OC[C@H](COP(=O)(O)OC[C@H](CO)O)OC(=O)CCCCCCC/C=C\C/C=C\C/C=C\CC 1-(9Z-hexadecenoyl)-2-(9Z,12Z,15Z-octadecatrienoyl)-glycero-3-phospho-(1'-sn-glycerol)